3-(2-Chloro-4-methylpyridin-3-yl)-7-fluoro-8-(2-(2-hydroxypropan-2-yl)-1-methyl-1H-imidazol-4-yl)-1-isopropyl-4H-quinolizin-4-one ClC1=NC=CC(=C1C1=CC(=C2C=C(C(=CN2C1=O)F)C=1N=C(N(C1)C)C(C)(C)O)C(C)C)C